N-(4,5-Dimethoxy-2-((4-(2-((3-(2-methyl-1H-imidazol-1-yl)benzyl)((1-methyl-1H-indazol-5-yl)methyl)amino)ethyl)phenyl)carbamoyl)phenyl)-4-oxo-4H-chromene-2-carboxamide COC1=CC(=C(C=C1OC)NC(=O)C=1OC2=CC=CC=C2C(C1)=O)C(NC1=CC=C(C=C1)CCN(CC=1C=C2C=NN(C2=CC1)C)CC1=CC(=CC=C1)N1C(=NC=C1)C)=O